3-(1,3-dioxo-1,3-dihydro-2H-isoindol-2-yl)propanoyl chloride O=C1N(C(C2=CC=CC=C12)=O)CCC(=O)Cl